fluorophenyloxybipyridine Calcium [Ca].FC1=C(C(=NC=C1)C1=NC=CC=C1)OC1=CC=CC=C1